COC1=CC=C(C=C1)C=1N=C(NC(C1C#N)=O)SCC1=CC(=CC=C1)C(F)(F)F 4-(4-methoxyphenyl)-6-oxo-2-((3-(trifluoromethyl)benzyl)thio)-1,6-dihydropyrimidine-5-carbonitrile